3-Bromo-2-[[(3R,5R)-5-[4-(2-hydroxyethoxy)phenyl]-1-methyl-3-piperidyl]amino]pyrido[1,2-a]pyrimidin-4-one BrC1=C(N=C2N(C1=O)C=CC=C2)N[C@H]2CN(C[C@H](C2)C2=CC=C(C=C2)OCCO)C